C(CCCCC)C1C(OC(C(O1)=O)C)=O 3-Hexyl-6-methyl-1,4-dioxan-2,5-dion